C[Si](OCCN(CC)CC)(OCCN(CC)CC)OCCN(CC)CC methyltri[2-(diethylamino)ethoxy]silane